C(C)(=O)C(C1=CC=CC=C1)=CC1=CC=C(C=C1)Cl α-acetyl-4'-chlorostilbene